OC(C(=O)O)=C α-hydroxy-acrylic acid